N-(4'-(3-(1-(2-cyanopyrimidin-4-yl)cyclohexyl)ureido)-2'-fluoro-[1,1'-biphenyl]-4-yl)acetamide C(#N)C1=NC=CC(=N1)C1(CCCCC1)NC(NC1=CC(=C(C=C1)C1=CC=C(C=C1)NC(C)=O)F)=O